ClC1=C2C(=CC=C1)N(C(C21CCN(CC1)C(=O)C=1C=C2C(=NNC2=CC1)C(=O)N)=O)CC(NCC(F)(F)F)=O 5-[4-chloro-2-oxo-1-[2-oxo-2-(2,2,2-trifluoroethylamino)ethyl]spiro[indole-3,4'-piperidine]-1'-carbonyl]-1H-indazole-3-carboxamide